5-bromopyridin-3-yl 3-deoxy-3-[4-(2-thiazolyl)-1H-1,2,3-triazol-1-yl]-1-thio-alpha-D-galactopyranoside S1C(=NC=C1)C=1N=NN(C1)[C@@H]1[C@H]([C@@H](SC=2C=NC=C(C2)Br)O[C@@H]([C@@H]1O)CO)O